N-(2-chloro-3-(((3-cyano-6-(1-methyl-1H-pyrazol-4-yl)pyrazolo[1,5-a]pyridin-4-yl)oxy)methyl)phenyl)acrylamide ClC1=C(C=CC=C1COC=1C=2N(C=C(C1)C=1C=NN(C1)C)N=CC2C#N)NC(C=C)=O